ethyl 2-(trifluoromethylsulfonyloxy)cyclopentene-1-carboxylate FC(S(=O)(=O)OC1=C(CCC1)C(=O)OCC)(F)F